FC=1C=C(C=CC1F)N1[C@@H](CCCO1)C1=NC2=C(N1C=1SC=C(N1)C1=CC=C(C(=O)N)C=C1)C=CC(=C2)C=2C(=NOC2C)C (S)-4-(2-(2-(1-(3,4-difluorophenyl)-6-oxapiperidin-2-yl)-5-(3,5-dimethylisoxazol-4-yl)-1H-benzo[d]imidazol-1-yl)thiazol-4-yl)benzamide